C(C)OC(C[C@@H](C1=CC=C(C=C1)OC1=CC=C(C=C1)C)NC(=O)NC=1C(N(C=CC1O)C)=O)=O (S)-3-(3-(4-hydroxy-1-methyl-2-oxo-1,2-dihydropyridin-3-yl)ureido)-3-(4-(p-tolyloxy)phenyl)propanoic acid ethyl ester